Cl.NC(CCCCNC1=C2C(N(C(C2=CC=C1)=O)C1C(NC(CC1)=O)=O)=O)CC 4-((5-aminoheptyl)amino)-2-(2,6-dioxopiperidin-3-yl)isoindoline-1,3-dione hydrochloride